N-(4-(4-((5-(2,2-dimethyl-5-oxo-pyrrolidin-1-yl)pyridin-2-yl)amino)-5-oxo-5,6-dihydro-1,6-naphthyridin-2-yl)-3-fluorophenyl)cyclohexane-carboxamide CC1(N(C(CC1)=O)C=1C=CC(=NC1)NC1=CC(=NC=2C=CNC(C12)=O)C1=C(C=C(C=C1)NC(=O)C1CCCCC1)F)C